FC=1C(=C(C=C(C1F)[2H])[C@H]1[C@@H](O[C@]([C@H]1C)(C(F)(F)F)C)C(=O)NC1=CC(=NC=C1)C(=O)N)OC 4-((2R,3S,4S,5R)-3-(3,4-difluoro-2-methoxyphenyl-5-d)-4,5-dimethyl-5-(trifluoromethyl)tetrahydrofuran-2-carboxamido)picolinamide